(Z)-decyl 2-(3,4-bis(benzyloxy)benzylidene)-3-oxo-2,3-dihydrobenzofuran-5-carboxylate C(C1=CC=CC=C1)OC=1C=C(\C=C\2/OC3=C(C2=O)C=C(C=C3)C(=O)OCCCCCCCCCC)C=CC1OCC1=CC=CC=C1